tert-butyl 4-(6-((2-amino-2-oxo-1-phenylethyl) thio)-3,5-dicyano-4-ethylpyridin-2-yl)-1,4-diazepan-1-carboxylate NC(C(C1=CC=CC=C1)SC1=C(C(=C(C(=N1)N1CCN(CCC1)C(=O)OC(C)(C)C)C#N)CC)C#N)=O